C(#N)C=1C=CC=C2NC[C@@H](NC12)[C@@H](C1=CC=CC=C1)NCCC=1C=CC(=C(C1)[C@H](C(=O)O)C)F |o1:28| (R or S)-2-(5-(2-(((R)-((R)-8-cyano-1,2,3,4-tetrahydroquinoxalin-2-yl)(phenyl)methyl)amino)ethyl)-2-fluorophenyl)propanoic acid